CN1N=CC2=C1C=NN(C2=O)CC(=O)N[C@@H](C)C2=CC=C(C=C2)C (S)-2-(1-methyl-4-oxo-1,4-dihydro-5H-pyrazolo[3,4-d]pyridazin-5-yl)-N-(1-(p-tolyl)ethyl)acetamide